F[P-](F)(F)(F)(F)F.OCC[N+]1=CC=C(C2=CC=CC=C12)C 1-(2-hydroxyethyl)-4-methylquinolin-1-ium hexafluorophosphate